N-(4-(2,4-dimethyloxazol-5-yl)-2-methoxyphenyl)-6-methyl-8-(2-oxa-7-azaspiro[4.4]nonan-7-yl)pyrido[3,4-d]pyrimidin-2-amine CC=1OC(=C(N1)C)C1=CC(=C(C=C1)NC=1N=CC2=C(N1)C(=NC(=C2)C)N2CC1(CCOC1)CC2)OC